3-(3-(((3-bromopropoxy)carbonyl)oxy)propyl)-1-(3-(tert-butoxy)propyl)-1H-imidazol-3-ium bromide [Br-].BrCCCOC(=O)OCCC[N+]1=CN(C=C1)CCCOC(C)(C)C